(R)-3-methyl-2-(4,4,4-trifluorobutan-2-yl)benzo[4,5]imidazo[1,2-a]pyrimidin-4(10H)-one CC1=C(N=C2N(C1=O)C1=C(N2)C=CC=C1)[C@H](C)CC(F)(F)F